4-(3-Methyl-4-((6-((7-(trifluoromethyl)quinolin-4-yl)thio)hexyl)amino)phenyl)piperazine-1-carboxylic acid tert-butyl ester C(C)(C)(C)OC(=O)N1CCN(CC1)C1=CC(=C(C=C1)NCCCCCCSC1=CC=NC2=CC(=CC=C12)C(F)(F)F)C